tert-butyl (3-isopropyl-5-((tetrahydro-2H-pyran-4-yl)amino)pyrazolo[1,5-a]pyrimidin-7-yl)(3-nitrobenzyl)carbamate C(C)(C)C=1C=NN2C1N=C(C=C2N(C(OC(C)(C)C)=O)CC2=CC(=CC=C2)[N+](=O)[O-])NC2CCOCC2